(5-amino-8-(pyridin-4-yl)-2-(tetrahydrofuran-3-yl)-[1,2,4]triazolo[1,5-c]pyrimidin-7-yl)benzonitrile NC1=NC(=C(C=2N1N=C(N2)C2COCC2)C2=CC=NC=C2)C2=C(C#N)C=CC=C2